COC=1C=C2CCN(CC2=CC1NC1=NC2=CC(=CC=C2C=N1)C=1C=C(C=CC1)C(C)(C)NC(C)=O)C N-[2-(3-{2-[(6-methoxy-2-methyl-1,2,3,4-tetrahydroisoquinolin-7-yl)amino]quinazolin-7-yl}phenyl)propan-2-yl]acetamide